FC(C1=C(C=O)C=CC(=C1)F)(F)F 2-(trifluoromethyl)-4-fluorobenzaldehyde